CN([C@H](CCN)C1=CSC=C1)C (R)-N1,N1-Dimethyl-1-(thien-3-yl)propane-1,3-diamine